C(C)(C)(C)OC(NC(COC1=CC(=C(C=C1)C)C(NC1(CC1)C1=CC=CC2=CC=CC=C12)=O)CC1=CC=CC=C1)=O tert-Butyl(1-(4-methyl-3-((1-(naphthalen-1-yl)cyclopropyl)carbamoyl)phenoxy)-3-phenylpropan-2-yl)carbamate